(R)-(1,3-Dimethyl-azetidin-3-yl)-(4-isopropyl-phenyl)-{5-[5-(4-methyl-tetrahydro-pyran-4-yloxymethyl)-[1,2,4]oxadiazol-3-yl]-pyridin-3-yl}-methanol CN1CC(C1)(C)[C@@](O)(C=1C=NC=C(C1)C1=NOC(=N1)COC1(CCOCC1)C)C1=CC=C(C=C1)C(C)C